Sodium acetyl-L-cysteinate C(C)(=O)N[C@@H](CS)C(=O)[O-].[Na+]